FC(C=1C=C(C=CC1)C1CCN(CC1)C(=O)C1CC2(C1)NC(OC2)=O)(F)F (2s,4s)-2-(4-(3-(trifluoromethyl)phenyl)piperidine-1-carbonyl)-7-oxa-5-azaspiro[3.4]Octane-6-one